methyl-2-(difluoromethylene)tetrahydro-1H-pyrrolizine (S)-tert-butyl-4-isopropyl-2-methyl-1-oxa-4,9-diazaspiro[5.5]undecane-9-carboxylate C(C)(C)(C)OC(=O)N1CCC2(CN(C[C@@H](O2)C)C(C)C)CC1.CC1C(CN2CCCC12)=C(F)F